ClC=1C=C(C=C(C1)Cl)NC(NC1=C(C(=O)NCCN)C=CC(=C1)OC(F)(F)F)=O 2-[3-(3,5-dichlorophenyl)ureido]-4-trifluoromethoxy-N-(2-amino-ethyl)benzamide